[C@H]12CN(C[C@H](CC1)N2)C=2C1=C(N=C(N2)OCC2(N(CCC2)C)CO)C(=C(N=C1)C1=CC=CC2=CC=CC=C12)F (2-(((4-((1R,5S)-3,8-diazabicyclo[3.2.1]octan-3-yl)-8-fluoro-7-(naphthalen-1-yl)pyrido[4,3-d]pyrimidin-2-yl)oxy)methyl)-1-methylpyrrolidin-2-yl)methanol